3-(1-(difluoromethyl)-1H-pyrazol-4-yl)-1-(3-fluoro-2-methylphenyl)cyclopentane-1-carboxylic acid FC(N1N=CC(=C1)C1CC(CC1)(C(=O)O)C1=C(C(=CC=C1)F)C)F